2-Hydroxypropionic acid OC(C(=O)O)C